N-(4-((3-chloro-2-fluorophenyl)amino)-5-(m-tolyl)quinazolin-6-yl)-3-(1-methylpyrrolidin-2-yl)acrylamide ClC=1C(=C(C=CC1)NC1=NC=NC2=CC=C(C(=C12)C=1C=C(C=CC1)C)NC(C=CC1N(CCC1)C)=O)F